CC1(C(N(C(N1CCN1CCOCC1)=O)CC1=NC(=NO1)C1=CC(=C(C=C1)OC1=C(C=CC=C1)S(=O)(=O)C)C(F)(F)F)=O)C 5,5-dimethyl-3-((3-(4-(2-(methylsulfonyl)phenoxy)-3-(trifluoromethyl)phenyl)-1,2,4-oxadiazol-5-yl)methyl)-1-(2-morpholinoethyl)imidazolidine-2,4-dione